FC1=NN(C2=CC=C(C=C12)/C(=C(\CC(F)(F)F)/C1=CC=CC=C1)/C=1C=NC(=CC1)O[C@H]1CNCCC1)C1OCCCC1 3-Fluoro-1-(tetrahydro-2H-pyran-2-yl)-5-((Z)-4,4,4-trifluoro-2-phenyl-1-(6-(((R)-piperidin-3-yl)oxy)pyridin-3-yl)but-1-en-1-yl)-1H-indazole